FC1=CC=C(C=C1)N1CC(N(CC1)C1=C(C=CC=C1)/C=C/C(=O)NO)=O (E)-3-(2-(4-(4-fluorophenyl)-2-oxopiperazin-1-yl)phenyl)-N-hydroxyacrylamide